C(=O)(O)CC1(CCN(CC1)C(N(C)C1=CC=C(C=C1)F)=O)C(=O)O 4-(carboxymethyl)-1-[(4-fluorophenyl)-methyl-carbamoyl]piperidine-4-carboxylic acid